6-(6-fluoro-2,2-dioxo-3,4-dihydrobenzo[e][1,2,3]oxathiazin-8-yl)isoindol-1-one FC=1C=C(C2=C(CNS(O2)(=O)=O)C1)C1=CC=C2C=NC(C2=C1)=O